1-[4-(6-benzyloxy-2-bromo-4,4-difluoro-3H-naphthalen-1-yl)phenyl]-4-(dimethoxymethyl)piperidine C(C1=CC=CC=C1)OC=1C=C2C(CC(=C(C2=CC1)C1=CC=C(C=C1)N1CCC(CC1)C(OC)OC)Br)(F)F